FC1=C(C=CC=C1)CO (2-fluorophenyl)methanol